tert-butyl (tert-butoxycarbonyl)(1-cyclopropyl-3-(6-(3-(4-((4-methylpiperazin-1-yl)methyl)-3-(trifluoromethyl)phenyl)ureido)pyridin-3-yl)-1H-pyrazolo[3,4-d]pyrimidin-4-yl)carbamate C(C)(C)(C)OC(=O)N(C(OC(C)(C)C)=O)C1=C2C(=NC=N1)N(N=C2C=2C=NC(=CC2)NC(=O)NC2=CC(=C(C=C2)CN2CCN(CC2)C)C(F)(F)F)C2CC2